2-bromo-2-(4-(cyanomethyl)phenyl)acetonitrile BrC(C#N)C1=CC=C(C=C1)CC#N